N-(5-((6-((R)-3-(3,4-dichlorophenyl)isoxazolidine-2-yl)pyrimidine-4-yl)amino)-2-((1S,4S)-5-ethyl-2,5-diazabicyclo[2.2.1]heptane-2-yl)-4-methoxyphenyl)acrylamide ClC=1C=C(C=CC1Cl)[C@@H]1N(OCC1)C1=CC(=NC=N1)NC=1C(=CC(=C(C1)NC(C=C)=O)N1[C@@H]2CN([C@H](C1)C2)CC)OC